[O-2].[Ba+2].[Zn+2].[O-2] zinc-barium oxide